C1(CC1)C(=O)NC1=CC(=C(C=N1)C(=O)NC([2H])([2H])[2H])NC1=NC=CC(=C1OC)C1=NC=CC=C1 6-Cyclopropanamido-4-({3'-methoxy-[2,4'-bipyridin]-2'-yl}amino)-N-(2H3)methylpyridin-3-carboxamid